(2S,3S)-3-hydroxy-2-methylazetidine O[C@@H]1[C@@H](NC1)C